4-(4-(9H-carbazole-9-yl)phenyl)pyridin-2-amine C1=CC=CC=2C3=CC=CC=C3N(C12)C1=CC=C(C=C1)C1=CC(=NC=C1)N